ClC1=NC2=CC=CC=C2C(=C1[N+](=O)[O-])NCC1=CC(=CC=C1)CN1CCN(CC1)C 2-chloro-N-(3-((4-methylpiperazin-1-yl)methyl)benzyl)-3-nitroquinolin-4-amine